P(=O)(OC1=CC=CC=C1)(OCCCCCC(C)C)OCCCCCC(C)C monophenyl diisooctyl phosphate